SC[Si](OCC)(OCC)OCC mercaptomethyltriethoxysilane